COC1=NC(=NC=C1)N1C=C(C2=CC=CC=C12)C=O (4-methoxypyrimidin-2-yl)-1H-indole-3-formaldehyde